C[Si](CCOCN1C=CC2=CC3=C(O[C@@H]4[C@@H](CN3)COC4)N=C21)(C)C (6aS,9aR)-1-((2-(trimethylsilyl)ethoxy)methyl)-5,6,6a,7,9,9a-hexahydro-1H-furo[3,4-f]pyrrolo[3',2':5,6]pyrido[2,3-b][1,4]oxazepine